ClC=1C=C(C=CC1)[C@@H]1[C@H](C1)C(=O)NC=1N=NN(C1)CC=1N=C2N(C=C(C=C2)C2CC2)C1 |r| rac-(1S*,2S*)-2-(3-chlorophenyl)-N-(1-((6-cyclopropylimidazo[1,2-a]pyridin-2-yl)methyl)-1H-1,2,3-triazol-4-yl)cyclopropane-1-carboxamide